OCCCN(CCCCCCNC(OC(CCCCCCCC)CCCCCCCC)=O)CCCCCCNC(=O)OCCCCCCCCCCC Heptadecan-9-yl (6-((3-hydroxypropyl)(6-(((undecyloxy)carbonyl)amino)hexyl)-amino)hexyl)carbamate